ClC1=C(OC[C@H](CO)O)C(=CC(=C1)C(C)(C)C1=CC=C(C=C1)OC[C@@H](CCl)O)Cl (S)-3-(2,6-dichloro-4-(2-(4-((S)-3-chloro-2-hydroxypropoxy)phenyl)propan-2-yl)phenoxy)propane-1,2-diol